N1CC=CC2=CN=C3C(=C12)C=CC=C3 1,2-dihydrobenzo[h][1,6]Naphthyridine